[3-(ethylmethylamino)propyl]triethoxysilane C(C)N(CCC[Si](OCC)(OCC)OCC)C